C(C1=CC=CC=C1)OC1=C(C=CC(=C1)F)C1=NNC(C2=C1SC=C2)=O 7-(2-(benzyloxy)-4-fluorophenyl)thieno[2,3-d]pyridazin-4(5H)-one